ClC1=NC(=C2C=C(C(N(C2=C1)C)=O)C)N1CCCC2=CC(=C(C=C12)C(F)F)C=1C(N(C=CC1)C)=O 7-chloro-5-(7-(difluoromethyl)-6-(1-methyl-2-oxo-1,2-dihydropyridin-3-yl)-3,4-dihydroquinolin-1(2H)-yl)-1,3-dimethyl-1,6-naphthyridin-2(1H)-one